di-tert-butylbis(trifluoromethylsulfonyloxy)silane C(C)(C)(C)[Si](OS(=O)(=O)C(F)(F)F)(OS(=O)(=O)C(F)(F)F)C(C)(C)C